2,2'-(1H-indole-2,6-diyl)di(thieno[3,2-b]furan-5-carbaldehyde) N1C(=CC2=CC=C(C=C12)C1=CC2=C(O1)C=C(S2)C=O)C2=CC1=C(O2)C=C(S1)C=O